2-[2-(3,4-difluoro-phenyl)-1,1-dimethyl-ethylamino-hydroxy-ethyl]-6-hydroxy-4H-benzo[1,4]oxazin-3-one FC=1C=C(C=CC1F)CC(C)(C)NC(CC1OC2=C(NC1=O)C=C(C=C2)O)O